phosphocreatine dipotassium salt [K+].[K+].P(=O)(O)(O)C(C(=O)[O-])N(C)C(N)=N.P(=O)(O)(O)C(C(=O)[O-])N(C)C(N)=N